COC=1C=C(CN2C=CC3=CC(=CC(=C23)C(=O)NCC2=CC=C(C(=O)O)C=C2)C2=CC=CC=C2)C=CC1 4-((1-(3-methoxybenzyl)-5-phenyl-1H-indole-7-carboxamido)methyl)benzoic acid